C(C)(C)(C)OC(=O)N1[C@@H]2[C@H](N(C[C@H]1CC2)C2=NC(=NC1=C(C(=C(C(=C21)Br)Cl)Br)F)SC)C=C (1S,2R,5R)-3-(5,7-dibromo-6-chloro-8-fluoro-2-(methylthio)quinazolin-4-yl)-2-vinyl-3,8-diazabicyclo[3.2.1]octane-8-carboxylic acid tert-butyl ester